COC(=O)C1=NC=C(C=C1)N1CCC(CC1)CN1CCN(CC1)C1=C(C=C(C(=C1)OC)[N+](=O)[O-])C=1C=NN(C1)C 5-(4-((4-(5-methoxy-2-(1-methyl-1H-pyrazol-4-yl)-4-nitrophenyl)piperazine-1-yl)methyl)piperidin-1-yl)pyridine-2-carboxylic acid methyl ester